2-amino-N-((5-amino-2-pyridinyl)methyl)-N-(1H-indol-3-ylmethyl)-3-methyl-6-quinolinecarboxamide NC1=NC2=CC=C(C=C2C=C1C)C(=O)N(CC1=CNC2=CC=CC=C12)CC1=NC=C(C=C1)N